3,8,13-trisilapentadecane CC[SiH2]CCCC[SiH2]CCCC[SiH2]CC